tert-butyl 2-((2'-allyl-[1,1'-biphenyl]-3-yl)methyl)-3-(ethylsulfonamido)-pyrrolidine-1-carboxylate C(C=C)C1=C(C=CC=C1)C1=CC(=CC=C1)CC1N(CCC1NS(=O)(=O)CC)C(=O)OC(C)(C)C